Propylene di(octanoate) C(CCCCCCC)(=O)OCC(C)OC(CCCCCCC)=O